FC1=C(C(=CC=C1C=1C=NC(=CC1)OC)O)N1CC(NS1(=O)=O)=O 5-(2-fluoro-6-hydroxy-3-(6-methoxypyridin-3-yl)phenyl)-1,2,5-thiadiazolidin-3-one 1,1-dioxide